O=C1NC(CCC1N1N=C(C2=CC=C(C=C12)OS(=O)(=O)F)C)=O 1-(2,6-dioxo-3-piperidyl)-6-fluorosulfonyloxy-3-methyl-indazole